C(C)(=O)NCC=1C=C(C(=O)NCC(=O)N2[C@H]3C[C@]3(C[C@H]2C(=O)O)C)C=CC1OC1=CC=CC=C1 (1S,3S,5S)-2-((3-(acetamidomethyl)-4-phenoxybenzoyl)glycyl)-5-methyl-2-azabicyclo[3.1.0]hexane-3-carboxylic acid